FC1=CC=C(C=C1)C=1C(=C(C(=NC1C)C)C(=O)NC1=CC=C(C=C1)OC1=CC=NC2=CC(=CN=C12)C(C)C)O 5-(4-fluorophenyl)-4-hydroxy-2,6-dimethyl-N-[4-[(7-propan-2-yl-1,5-naphthyridin-4-yl)oxy]phenyl]pyridine-3-carboxamide